2-(2-(2-(2-azidoethoxy)ethoxy)ethoxy)ethyl 4-methylbenzenesulfonate CC1=CC=C(C=C1)S(=O)(=O)OCCOCCOCCOCCN=[N+]=[N-]